(trifluoromethoxy)isoindolin-1-one FC(ON1C(C2=CC=CC=C2C1)=O)(F)F